N1C=C(C2=CC=CC=C12)CCN1CCC(CC1)(COC)C(C(=O)NC1=CC=CC=C1)C (1-(2-(1H-indol-3-yl)ethyl)-4-(methoxymethyl)piperidin-4-yl)-N-phenylpropionamide